2-(4-(2-(benzyloxy)ethoxy)-3,5-dimethylphenyl)-5,7-dimethoxypyrido[2,3-d]pyrimidin-4(3H)-one C(C1=CC=CC=C1)OCCOC1=C(C=C(C=C1C)C=1NC(C2=C(N1)N=C(C=C2OC)OC)=O)C